6-bromo-3-hydroxy-1,3-dimethyl-2-oxoindoline-5-carboxylic acid methyl ester COC(=O)C=1C=C2C(C(N(C2=CC1Br)C)=O)(C)O